6-{1-[(5-Fluoropyridin-2-yl)carbamoyl]cyclobutyl}-N,N-dimethyl-3,4-dihydrochinolin-1(2H)carboxamid FC=1C=CC(=NC1)NC(=O)C1(CCC1)C=1C=C2CCCN(C2=CC1)C(=O)N(C)C